4-methoxy-8-(3-methylbut-2-enyloxy)quinoline-2-carboxylic acid 3-methylbut-2-enylester CC(=CCOC(=O)C1=NC2=C(C=CC=C2C(=C1)OC)OCC=C(C)C)C